3-amino-1-(2,4-dichlorophenyl)-2-oxo-1,2-dihydrothieno[2,3-b]pyrazine-6-carboxamide NC=1C(N(C2=C(N1)SC(=C2)C(=O)N)C2=C(C=C(C=C2)Cl)Cl)=O